NC1=CC(=NO1)C1CCN(CC1)C(=O)C1=CC=C(C=C1)C(C)(C)C (4-(5-aminoisoxazol-3-yl)piperidin-1-yl)(4-tert-butylphenyl)methanone